N-((1r,4r)-4-(2-methoxyethoxy)cyclohexyl)-4-oxo-4,5-dihydroimidazo[1,5-a]quinoxaline-8-carboxamide COCCOC1CCC(CC1)NC(=O)C1=CC=C2NC(C=3N(C2=C1)C=NC3)=O